C(C1=CC=CC=C1)OC(CCCCO)=O 5-hydroxyvaleric acid benzyl ester